6-chloro-2,7-dimethylpyrido[3,2-d]pyrimidin-4-amine ClC=1C(=CC=2N=C(N=C(C2N1)N)C)C